4-(4-(4-(2-cyanopropan-2-yl)phenyl)-6-fluoroquinoline-3-carbonyl)-N,N-dimethylpiperazine-1-carboxamide C(#N)C(C)(C)C1=CC=C(C=C1)C1=C(C=NC2=CC=C(C=C12)F)C(=O)N1CCN(CC1)C(=O)N(C)C